2-[[2-chloro-5-(1-methylpyrazol-3-yl)phenyl]methylamino]-5-(4,4-difluorobutyl)-4H-[1,2,4]-triazolo[1,5-a]pyrimidin-7-one ClC1=C(C=C(C=C1)C1=NN(C=C1)C)CNC1=NN2C(NC(=CC2=O)CCCC(F)F)=N1